C(C)(C)C=1C=NN2C1N=C(C=C2N[C@@H]2CCC=1NC3=CC=CC=C3C1C2)C=2C=NC=CC2 (3R)-N-[3-isopropyl-5-(3-pyridyl)pyrazolo[1,5-a]Pyrimidin-7-yl]-2,3,4,9-tetrahydro-1H-carbazol-3-amine